Methyl (S)-4-(allyloxy)-2-((4-(2-(5-chloropyridin-2-yl)-2-methylbenzo[d][1,3]dioxol-4-yl)piperidin-1-yl)methyl)-1-(thiazol-5-ylmethyl)-1H-benzo[d]imidazole-6-carboxylate C(C=C)OC1=CC(=CC=2N(C(=NC21)CN2CCC(CC2)C2=CC=CC=1O[C@](OC12)(C)C1=NC=C(C=C1)Cl)CC1=CN=CS1)C(=O)OC